C(C)C1=C(C(=O)O)C=CC=C1.C(C1=CC=CC=C1)(=O)OCC ethyl benzoate (ETHYL BENZOATE)